3-chloro-5-methyl-N-[4-(trifluoromethyl)phenyl]aniline ClC=1C=C(NC2=CC=C(C=C2)C(F)(F)F)C=C(C1)C